3-(5-(1-cyclopropylpiperidin-4-yloxy)pyridin-2-yl)-N-(3-methylpyridin-2-yl)-1,2,4-thiadiazol-5-amine C1(CC1)N1CCC(CC1)OC=1C=CC(=NC1)C1=NSC(=N1)NC1=NC=CC=C1C